C(C)(=O)OC1=CC(=C(C=C1)O)C=O (3-formyl-4-hydroxyphenyl) acetate